F[C@@H]1CN(C[C@H]1OCCCC=C)C(=O)OC(C)(C)C tert-butyl trans-3-fluoro-4-(pent-4-en-1-yloxy)pyrrolidine-1-carboxylate